[N+](=O)(O)[O-].C(=O)N formamide nitrate